ClC=1C=C2CCCC(C2=CC1)OC1=CC=CC(=N1)C1=CC=NCC1 6-((6-chloro-1,2,3,4-tetrahydronaphthalen-1-yl)oxy)-5',6'-dihydro-[2,4'-bipyridine]